6-((1-methyl-3-oxoisoindolin-2-yl)methyl)benzo[d]oxazol-2(3H)-one CC1N(C(C2=CC=CC=C12)=O)CC1=CC2=C(NC(O2)=O)C=C1